1-(1-(3-methylfuran-2-carbonyl)piperidin-4-yl)-3-(4-(trifluoromethoxy)phenyl)urea CC1=C(OC=C1)C(=O)N1CCC(CC1)NC(=O)NC1=CC=C(C=C1)OC(F)(F)F